(1R,5S)-N-((4-(((R)-4-(dimethylamino)-1-((4-fluorophenyl)thio)butan-2-yl)amino)-3,5-difluorophenyl)sulfonyl)-2,6-dioxabicyclo[3.2.1]octane-1-carboxamide CN(CC[C@H](CSC1=CC=C(C=C1)F)NC1=C(C=C(C=C1F)S(=O)(=O)NC(=O)[C@]12OCC[C@H](OC1)C2)F)C